CC=1N=NC2=CC=C(C=C2C1)C1=CN=C(S1)NC(=O)C1CC12CC2 N-(5-(3-methylcinnolin-6-yl)thiazol-2-yl)spiro[2.2]pentane-1-carboxamide